5-(4-(aminomethyl)piperidin-1-yl)-1,8-naphthyridin-2(1H)-one hydrochloride Cl.NCC1CCN(CC1)C1=C2C=CC(NC2=NC=C1)=O